Methyl-2-(10-fluoro-5,12-dimethyl-5,6-dihydroindolo[2,1-a]isoquinolin-5-yl)acetate COC(CC1(CN2C(C=3C=CC=CC13)=C(C=1C=C(C=CC12)F)C)C)=O